4-methylbenzyl (E)-4-(((ethyl(methyl)amino)methylene)amino)-2,5-dimethylbenzoate C(C)N(C)\C=N\C1=CC(=C(C(=O)OCC2=CC=C(C=C2)C)C=C1C)C